3-ethynylcyclobutanecarboxylic acid C(#C)C1CC(C1)C(=O)O